C(C)(C)C1=NN=C2N1N=C(C=C2NC2=NC=CN=C2)NC(CC)CC 3-isopropyl-N6-(pentan-3-yl)-N8-(pyrazin-2-yl)-[1,2,4]triazolo[4,3-b]pyridazine-6,8-diamine